[Cl-].[Ca+2].P(=O)([O-])([O-])O.[K+] Kalium phosphat Calcium chlorid